CC1=C(C=C(C=C1)NC(C1=CC=C(C=C1)C1CN(CC1)CCC)=O)NC1=NC=CC(=N1)C=1C=NC=CC1 N-[4-Methyl-3-(4-pyridin-3-yl-pyrimidin-2-ylamino)-phenyl]-4-(1-propyl-pyrrolidin-3-yl)-benzamide